N15-(2-[(4-tert-butylcyclohexyl)(methyl)amino]methylquinazolin-4-yl)-12-methyl-3,6,9-trioxa-12-azapentadecane-1,15-diamine C(C)(C)(C)C1CCC(CC1)N(C)CC1=NC2=CC=CC=C2C(=N1)NCCCN(CCOCCOCCOCCN)C